P(=O)(OCCNC(CN(CC#C)C(=O)OC(C)(C)C)=O)(OCC[N+](C)(C)C)[O-] 2-(2-((tert-butoxycarbonyl)(prop-2-yn-1-yl)amino)acetamido)ethyl (2-(trimethylammonio)ethyl) phosphate